CCC1=C(C(=C(C(=C1C)C)C)C)C=1SC=CC1 Tetramethylxylylthiole